NCC(=O)N1CCN(CC1)CCCOC1=CC=C(/C=C/C2=C(C(=O)NCC(=O)N3[C@@H](CC(C3)(F)F)C#N)C=CN=C2)C=C1 (S,E)-3-(4-(3-(4-(2-aminoacetyl)piperazin-1-yl)propoxy)styryl)-N-(2-(2-cyano-4,4-difluoropyrrolidin-1-yl)-2-oxoethyl)isonicotinamide